tertbutylperoxyethylhexanoate C(C)(C)(C)OOCCOC(CCCCC)=O